4-(3-(6-chloroimidazo[1,2-a]pyridin-7-yl)-1,4-oxazepan-4-yl)-6-methylpyrimidin-2-amine ClC=1C(=CC=2N(C1)C=CN2)C2COCCCN2C2=NC(=NC(=C2)C)N